FC(OC1=CC2=C(NC(=N2)S(=O)(=O)CC2=NC=CC(=C2OC)OC)C=C1)F 5-(difluoromethoxy)-2-[[(3,4-dimethoxypyridin-2-yl)methyl]sulfonyl]-1H-benzimidazole